3-(4-(3-(1-oxa-4,9-diazaspiro[5.5]undecan-4-yl)propyl)-3-methyl-2-oxo-2,3-dihydro-1H-benzo[d]imidazol-1-yl)piperidine-2,6-dione O1CCN(CC12CCNCC2)CCCC2=CC=CC=1N(C(N(C12)C)=O)C1C(NC(CC1)=O)=O